C[C@@H]1N(C[C@H](N(C1)C(C)C=1C=C2N=C(C(=NC2=CC1)[2H])[2H])C)C=1C=2C(N(C(C1)=O)C)=CN(N2)CC#N 2-(7-((2s,5r)-2,5-dimethyl-4-(1-(quinoxalin-6-yl-2,3-d2)ethyl)piperazin-1-yl)-4-methyl-5-oxo-4,5-dihydro-2H-pyrazolo[4,3-b]pyridin-2-yl)acetonitrile